vinyltri(2-methoxy-ethoxy)silane Methyl-3-([4-[4-(3-aminopropan-amido)-1-methylimidazole-2-amido]-1-methylpyrrol-2-yl]formamido)propanoate COC(CCNC(=O)C=1N(C=C(C1)NC(=O)C=1N(C=C(N1)NC(CCN)=O)C)C)=O.C(=C)[Si](OCCOC)(OCCOC)OCCOC